O1CCC(CC1)CN1CCC2(CCCN(C2)S(=O)(=O)C=2C=CC(=NC2)N2C(OCC2)=O)CC1 (5-((9-((Tetrahydro-2H-pyran-4-yl)methyl)-2,9-diazaspiro[5.5]undecan-2-yl)sulfonyl)pyridin-2-yl)oxazolidin-2-one